N'-(1,4-phenylenebis(methylene))bis(4-(6,8-dichloro-2-methyl-1,2,3,4-tetrahydroisoquinolin-4-yl)benzenesulfonamide) C1(=CC=C(C=C1)CC1=C(C=CC(=C1)C1CN(CC2=C(C=C(C=C12)Cl)Cl)C)S(=O)(=O)N)CC1=C(C=CC(=C1)C1CN(CC2=C(C=C(C=C12)Cl)Cl)C)S(=O)(=O)N